methyl (S)-3-((1R,3R)-1-(3-(2-((3,3-difluoropropyl) amino) ethoxy)-6-fluoro-2-methylphenyl)-3-methyl-1,3,4,9-tetrahydro-2H-pyrido[3,4-b]indol-2-yl)-2-methylpropionate FC(CCNCCOC=1C(=C(C(=CC1)F)[C@H]1N([C@@H](CC2=C1NC1=CC=CC=C21)C)C[C@@H](C(=O)OC)C)C)F